NCCC=1C=NC=CC1 3-(2-Aminoethyl)pyridine